1,2,4-triazolo[3,4-f][1,6]naphthyridin-3-one N=1NC(N2C1C=1C=CC=NC1C=C2)=O